CC1(COCCC1)C(=O)N1[C@H](COC2=C(C1)C=CC(=C2)C2=NOC(=N2)C(F)(F)F)C2=CC=CC=C2 (3S)-4-[(3-methyloxan-3-yl)carbonyl]-3-phenyl-8-[5-(trifluoromethyl)-1,2,4-oxadiazol-3-yl]-3,5-dihydro-2H-1,4-benzoxazepine